CN(C=O)C(C)C N-methyl-N-(1-methylethyl)formamide